C(C)C=1C(=CC=C2C=C(C=C(C12)C1=C(C=2N=C(N=C(C2C=N1)N1CC(CCC1)(O)C(F)(F)F)OC[C@]12CCCN2C[C@@H](C1)F)F)O)F 1-(7-(8-ethyl-7-fluoro-3-hydroxynaphthalen-1-yl)-8-fluoro-2-(((2r,7as)-2-fluorohexahydro-1H-pyrrolizin-7a-yl)methoxy)pyrido[4,3-d]pyrimidin-4-yl)-3-(trifluoromethyl)piperidin-3-ol